1-(2-chlorophenyl)-(S)-1-methoxymethoxypropyl-(S)-2-cyclohexylcarbamate ClC1=C(C=CC=C1)[C@H]1[C@H](CCCC1)N(C([O-])=O)C(CC)OCOC